C(C)(=O)OC1=CC=C(C=C1)C1=CC=C(C=C1)OC(C)=O 4,4'-diacetoxybiphenyl